C(C)(C)(C)OC(=O)NC1=CC=C(C=N1)N1C=C(C(C2=CC(=C(C=C12)N1N=C(C=C1)N(C)CCOC)Cl)=O)C(=O)OCC ethyl 1-(6-{[(tert-butoxy)carbonyl]amino}pyridin-3-yl)-6-chloro-7-{3-[(2-methoxyethyl)(methyl)amino]-1H-pyrazol-1-yl}-4-oxo-1,4-dihydroquinoline-3-carboxylate